(E,E)-3,7,11,15-Tetramethyl-1,6,10,14-hexadecatetraene-3-ol CC(C=C)(CC\C=C(\CC\C=C(\CCC=C(C)C)/C)/C)O